C(#N)C1=C2C(=NC=C1OC1=CC(=NC=C1)NC(OCCO)=O)N=C(N2C)NC=2C(N(C=C(C2)C(F)(F)F)C)=O 2-Hydroxyethyl (4-((7-cyano-1-methyl-2-((1-methyl-2-oxo-5-(trifluoromethyl)-1,2-dihydropyridin-3-yl)amino)-1H-imidazo[4,5-b]pyridin-6-yl)oxy)pyridin-2-yl)carbamate